5,6,7,8-tetrahydro-2,7-naphthyridin-1-ol C1(=NC=CC=2CCNCC12)O